tert-butyl 4-(2-(4-formylphenoxy)ethyl)piperidine-1-carboxylate C(=O)C1=CC=C(OCCC2CCN(CC2)C(=O)OC(C)(C)C)C=C1